N[C@H](CCC1=NC(=NO1)[C@H](CO)N)ONC(NC1(CC1)C(=O)O)=O (3-((S)-3-amino-1-(3-((R)-1-amino-2-hydroxyethyl)-1,2,4-oxadiazol-5-yl)-3-propoxy)ureido)cyclopropane-1-carboxylic acid